C(C)C(CC1C(C)O1)CCCC 2-ethylhexyl propylene oxide